NCC1=NNC(C2=C(C=C(C=C12)C=1C=NN(C1C1=C(C#N)C(=CC(=C1F)Cl)OC1(CC1)C)C)C=C)=O 2-(4-(4-(aminomethyl)-1-oxo-8-vinyl-1,2-dihydrophthalazin-6-yl)-1-methyl-1H-pyrazol-5-yl)-4-chloro-3-fluoro-6-(1-methylcyclopropoxy)benzonitrile